ClCCN(C1=CC=C(C=C1)N)CCCl p-[bis(2-chloroethyl)amino]phenylamine